1-(3,3-difluoro-2-(4-methoxyphenyl)allyl)hydrazine-1-carboxylic acid tert-butyl ester C(C)(C)(C)OC(=O)N(N)CC(=C(F)F)C1=CC=C(C=C1)OC